tert-butyl N-[4-(cyclopropoxymethyl)-1,3-thiazol-2-yl]carbamate C1(CC1)OCC=1N=C(SC1)NC(OC(C)(C)C)=O